4-((4-(3-isopropyl-2-(1H-pyrazolo[3,4-b]pyridin-4-yl)-1H-indol-5-yl)piperidin-1-yl)methyl)thiazol-2-amine C(C)(C)C1=C(NC2=CC=C(C=C12)C1CCN(CC1)CC=1N=C(SC1)N)C1=C2C(=NC=C1)NN=C2